C=12C=NCCN=CC(=NCCN1)C2 3,6,9,12-tetraazabicyclo[6.4.1]tridecane-1(12),2,6,8-tetraene